C(C=C)(=O)OCCCCCCCCCCCCCCCCCCCCCCOC(C=C)=O 1,22-docosanediol diacrylate